C(#N)CC1(CCN(CC1)CC=1C=NC(=CC1F)C1=CC=CC=C1)N1N=C(C(=C1)C(=O)N)NC(=O)C1CC1 1-[4-(cyanomethyl)-1-[(4-fluoro-6-phenyl-3-pyridyl)methyl]-4-piperidyl]-3-(cyclopropanecarbonylamino)pyrazole-4-carboxamide